1-(oxetan-2-ylmethyl)-1H-benzo[d]imidazole-6-carboxylic acid tert-butyl ester C(C)(C)(C)OC(=O)C=1C=CC2=C(N(C=N2)CC2OCC2)C1